C[C@H](C(=O)SCCNC(CCNC([C@@H](C(COP(OP(OC[C@@H]1[C@H]([C@H]([C@@H](O1)N1C=NC=2C(N)=NC=NC12)O)OP(=O)(O)O)(=O)O)(=O)O)(C)C)O)=O)=O)CC (S)-2-methyl-butyryl-CoA